5-cyclopropyl-3-(2,6-difluorophenyl)isoxazole C1(CC1)C1=CC(=NO1)C1=C(C=CC=C1F)F